8-[4-[2-(dimethylamino)ethoxy]phenyl]-2-(methylamino)-6-(5-methyl-4-prop-2-enoyl-2,3-dihydroquinoxalin-1-yl)pyrido[2,3-d]pyrimidin-7-one CN(CCOC1=CC=C(C=C1)N1C(C(=CC2=C1N=C(N=C2)NC)N2CCN(C1=C(C=CC=C21)C)C(C=C)=O)=O)C